2-chloro-N-((1R,2R,4S)-7-cyano-7-azabicyclo[2.2.1]heptan-2-yl)-4-(5-(cyanomethyl)-3-pyridinyl)benzamide ClC1=C(C(=O)N[C@H]2[C@H]3CC[C@@H](C2)N3C#N)C=CC(=C1)C=1C=NC=C(C1)CC#N